2-Methyl-5-(3-(piperidine-1-carbonyl)pyrazolo[1,5-a]pyridin-7-yl)isoindolin-1-one CN1C(C2=CC=C(C=C2C1)C1=CC=CC=2N1N=CC2C(=O)N2CCCCC2)=O